N1CCC(CC1)COC1=CC=C(C=C1)C1C(NC(CC1)=O)=O 3-[4-(4-piperidylmethoxy)phenyl]piperidine-2,6-dione